6-Chloro-1-(4,6-diisopropyl-2-morpholino-pyrimidin-5-yl)-4-[(2S,5R)-2,5-dimethyl-4-prop-2-enoyl-piperazin-1-yl]-7-(2-fluoro-phenyl)pyrido[2,3-d]pyrimidin-2-one ClC1=CC2=C(N(C(N=C2N2[C@H](CN([C@@H](C2)C)C(C=C)=O)C)=O)C=2C(=NC(=NC2C(C)C)N2CCOCC2)C(C)C)N=C1C1=C(C=CC=C1)F